C(C=C(C)C)=O Senecioaldehyd